6,7-dichloro-2,3,4,5-tetrahydro-9-(1H-pyrazol-4-yl)-1H-pyrido[4,3-b]indole ClC1=C(C=C(C=2C3=C(NC12)CCNC3)C=3C=NNC3)Cl